FC=1C=C2C(C(NC2=CC1F)=O)(C)C 5,6-difluoro-3,3-dimethylindoline-2-one